ClC=1C(=CC(=C(C(=O)NC2=CC(=NC=C2)SC)C1)N1CCNCCC1)C(F)(F)F 5-chloro-2-(1,4-diazepan-1-yl)-N-(2-(methylthio)pyridin-4-yl)-4-trifluoromethylbenzamide